thioninyl chloride S1C(=CC=CC=CC=C1)Cl